N-(4-((6-(3,4-dimethoxyphenyl)pyrazin-2-yl)amino)cyclohexyl)cyclobutyl-carboxamide COC=1C=C(C=CC1OC)C1=CN=CC(=N1)NC1CCC(CC1)NC(=O)C1CCC1